CN1C(N=C(C2=C1C=CC(=N2)C#N)N(C=2C=C(C=CC2)C2=CC=C(C=C2)OC(F)(F)F)C)=O 1-methyl-4-(methyl-(4'-(trifluoromethoxy)-[1,1'-biphenyl]-3-yl)amino)-2-oxo-1,2-dihydropyrido[3,2-d]pyrimidine-6-carbonitrile